(R)-2-((2-Methoxyphenyl)(1H-pyrrol-2-yl)(thiophen-3-yl)methyl)-3-phenyl-1H-indole COC1=C(C=CC=C1)[C@@](C=1NC2=CC=CC=C2C1C1=CC=CC=C1)(C1=CSC=C1)C=1NC=CC1